5-(5-(1-(2H-tetrazol-5-yl)cyclopropyl)-2-methoxybenzyl)-N4-butyl-6-methylpyrimidine-2,4-diamine N=1NN=NC1C1(CC1)C=1C=CC(=C(CC=2C(=NC(=NC2C)N)NCCCC)C1)OC